C1(CC1)C=1C=2N(C=C(C1)N=C(C1=CC=CC=C1)C1=CC=CC=C1)C=C(N2)C N-(8-cyclopropyl-2-methylimidazo[1,2-a]pyridin-6-yl)-1,1-diphenylmethanimine